(S)-3-amino-1-methyl-5-methylene-4,5-dihydro-1H-benzo[b]azepin-2(3H)-one hydrochloride Cl.N[C@H]1CC(C2=C(N(C1=O)C)C=CC=C2)=C